S1C(=CC=C1)[C@]12[C@H](OCC(N1)=O)CCCC2 (4aS,8aR)-4a-(thiophene-2-yl)hexahydro-2H-benzo[b][1,4]oxazine-3(4H)-one